O[C@@]12[C@@H]3CC[C@H](C(CO)=O)[C@]3(CC[C@@H]2[C@]2(CCCCC2=CC1)C)C 8,21-dihydroxypregn-5-en-20-one